CC(CC(C)=O)(C)N1N=CC(=C1)C1=C2C(=NC=C1)NC=C2 4-methyl-4-[4-(1H-pyrrolo[2,3-b]pyridin-4-yl)-1H-pyrazol-1-yl]pentan-2-one